CC1(CCS(CC1)(=O)=O)NC(=O)C=1N=C2N(C=C(C=C2)OC2=NC=CC=C2OCC(F)(F)F)C1C(=O)N N2-(4-methyl-1,1-dioxidotetrahydro-2H-thiopyran-4-yl)-6-((3-(2,2,2-trifluoroethoxy)pyridin-2-yl)oxy)imidazo[1,2-a]pyridine-2,3-dicarboxamide